O=C(CCCCCCCNCCCCCCCC(=O)NCCCC(CCCCC)CCCCC)NCCCC(CCCCC)CCCCC 8-[[8-oxo-8-(4-pentylnonylamino)octyl]amino]-N-(4-pentylnonyl)octanoamide